3-((4-(4-(4-(6-amino-5-((R)-1-(5-fluoro-2-(2H-1,2,3-triazol-2-yl)phenyl)ethoxy)pyridin-3-yl)-1H-pyrazol-1-yl)-[1,4'-bipiperidin]-1'-yl)phenyl)amino)piperidine-2,6-dione NC1=C(C=C(C=N1)C=1C=NN(C1)C1CCN(CC1)C1CCN(CC1)C1=CC=C(C=C1)NC1C(NC(CC1)=O)=O)O[C@H](C)C1=C(C=CC(=C1)F)N1N=CC=N1